COC(=O)C1=C(C(=NN1)O[Si](C)(C)C(C)(C)C)C 3-((tert-Butyldimethylsilyl)oxy)-4-methyl-1H-pyrazole-5-carboxylic acid methyl ester